Cl.Cl.CN1[C@H](CN(CC1)[C@@H]1[C@@H](NCC1)C)C (S)-1,2-Dimethyl-4-((2S,3S)-2-methylpyrrolidin-3-yl)piperazine dihydrochloride